C1CC12NC(CC2)=O 4-Azaspiro[2.4]heptane-5-one